NCC1(CN(C1)C(=O)OC(C)(C)C)C1=CC(=CC(=C1)F)F tert-butyl 3-(aminomethyl)-3-(3,5-difluorophenyl)azetidine-1-carboxylate